2,4-difluorobenzyl cyanide FC1=C(CC#N)C=CC(=C1)F